trans-N-((trans-(4-Methoxy-3-methylphenyl)cyclohexyl)methyl)-4-(3-methoxypropoxy)-N-(3-(2-methoxythiazol-5-yl)phenyl)cyclohexanecarboxamide COC1=C(C=C(C=C1)C1(CCCCC1)CN(C(=O)[C@@H]1CC[C@H](CC1)OCCCOC)C1=CC(=CC=C1)C1=CN=C(S1)OC)C